tert-butyl (2R,4S)-4-fluoro-2-[[4-(3-pyridyl)phenyl]carbamoyl]pyrrolidine-1-carboxylate F[C@H]1C[C@@H](N(C1)C(=O)OC(C)(C)C)C(NC1=CC=C(C=C1)C=1C=NC=CC1)=O